tert-butyl (4R)-2,2-dimethyl-4-tetrahydrofuran-2-yl-oxazolidine-3-carboxylate CC1(OC[C@@H](N1C(=O)OC(C)(C)C)C1OCCC1)C